FC(C1=CC=C(C(=O)OCCC)C=C1)(F)F propyl p-trifluoromethylbenzoate